5-(2-Fluoro-6-methoxyphenyl)-3-(6-(4-methylpiperazin-1-yl)pyrid-3-yl)-1H-pyrazolo[4,3-c]pyridazin-6(5H)-on FC1=C(C(=CC=C1)OC)N1N=C2C(=CC1=O)NN=C2C=2C=NC(=CC2)N2CCN(CC2)C